(S)-3-(2,5-dimethoxy-4-(trifluoromethyl)phenyl)-1-methylpiperidine COC1=C(C=C(C(=C1)C(F)(F)F)OC)[C@H]1CN(CCC1)C